C(C1=CC=CC=C1)N(CC1(CC2(OCCO2)CCC1=C)C1CC(CCC1C(C)C)C)CC1=CC=CC=C1 N,N-Dibenzyl-1-(7-menthyl-8-methylene-1,4-dioxaspiro[4.5]decan-7-yl)methanamine